COC(=O)C=1C(N(C2=CC(=CC=C2C1N)C(F)(F)F)C1=CC=CC=2N=CN(C21)C)=O 4-amino-1-(3-methylbenzo[d]imidazol-4-yl)-2-oxo-7-(trifluoromethyl)-1,2-dihydroquinoline-3-carboxylic acid methyl ester